CN1C(=NN=C1)C[C@@H](C)C=1C=C(C=CC1)C1=NNC=2C1=NC(=CC2N2C[C@@H](CC2)O)C(F)(F)F (R)-1-(3-(3-((R)-1-(4-methyl-4H-1,2,4-triazol-3-yl)propan-2-yl)phenyl)-5-(trifluoromethyl)-1H-pyrazolo[4,3-b]pyridin-7-yl)pyrrolidin-3-ol